O1C=CC2=C1C=CC(=C2)C=CC(=O)C2=C(C=C(C=C2)C)O 3-(1-Benzofuran-5-yl)-1-(2-hydroxy-4-methylphenyl)prop-2-en-1-one